4-(((6-bromo-5-methylpyridin-2-yl)oxy)methyl)-3-fluorobenzonitrile BrC1=C(C=CC(=N1)OCC1=C(C=C(C#N)C=C1)F)C